ClC=1C(=CC(=C(C(=O)NS(=O)(=O)C2=CC=C(C=C2)OCC2=CC(=CC=C2)F)C1)F)OCC1CCCC1 5-chloro-4-(cyclopentylmethoxy)-2-fluoro-N-((4-((3-fluorobenzyl)oxy)-phenyl)sulfonyl)benzamide